(2s,5'r)-7-chloro-6-[5-(4-fluoro-1-methyl-4-piperidinyl)-1,3,4-oxadiazol-2-yl]-3',4-dimethoxy-5'-methyl-spiro[benzofuran-2,4'-cyclohex-2-ene]-1',3-dione ClC1=C(C=C(C=2C([C@]3(C(=CC(C[C@H]3C)=O)OC)OC21)=O)OC)C=2OC(=NN2)C2(CCN(CC2)C)F